1-((7-(1-(azetidin-3-yl)-6-chloro-1,2,3,4-tetrahydroquinolin-8-yl)thieno[3,2-b]pyridin-2-yl)methyl)pyrrolidine-2,5-dione N1CC(C1)N1CCCC2=CC(=CC(=C12)C1=C2C(=NC=C1)C=C(S2)CN2C(CCC2=O)=O)Cl